3-(5-(8-azabicyclo[3.2.1]octan-3-yl)-3-methyl-2-oxo-2,3-dihydro-1H-benzo[d]imidazol-1-yl)piperidine-2,6-dione C12CC(CC(CC1)N2)C2=CC1=C(N(C(N1C)=O)C1C(NC(CC1)=O)=O)C=C2